C(C)(C)(C)OC(=O)C(=O)C=1C=C(C=CC1)NC(=O)C=1C(=NC(=C(C(=O)OOCCOC)C1C1=CC=CC=C1)C)C 2-Methoxyethoxy 5-((3-(tert-butoxycarbonylcarbonyl) phenyl) carbamoyl)-2,6-dimethyl-4-phenylnicotinate